N-[2-fluoro-5-(2-methoxyphenoxy)-4-nitro-phenyl]Carbamic acid FC1=C(C=C(C(=C1)[N+](=O)[O-])OC1=C(C=CC=C1)OC)NC(O)=O